CC(COC(C(CO)(C)C)=O)(C)C 2,2-dimethylpropyl-3-hydroxy-2,2-dimethylpropanoate